C(C)N(S(=O)(=O)C1=CC=C(C=C1)S(=O)(=O)N1CC(CCC1)S(=O)(=O)N(C)C)CC 1-((4-(N,N-diethylsulfamoyl)phenyl)sulfonyl)-N,N-dimethylpiperidine-3-sulfonamide